(R)-N-(1-(1-(4,4-difluorocyclohexane-1-carbonyl)-2,3-dihydro-1H-indol-5-yl)ethyl)-6-fluoropyridine-3-carboxamide FC1(CCC(CC1)C(=O)N1CCC2=CC(=CC=C12)[C@@H](C)NC(=O)C=1C=NC(=CC1)F)F